3-(3-bromothiophene-2-yl)-3-oxopropanenitrile BrC1=C(SC=C1)C(CC#N)=O